2-amino-4-(4-(diphenylamino)phenyl)-5-oxo-4H,5H-pyrano[3,2-c]chromene-3-carbonitrile NC1=C(C(C=2C(OC=3C=CC=CC3C2O1)=O)C1=CC=C(C=C1)N(C1=CC=CC=C1)C1=CC=CC=C1)C#N